C1C(CC2=CC=CC=C12)NC1=NC=C(C=N1)C1=NOC(=N1)CC(=O)N1CC2=C(CC1)NN=N2 2-(3-{2-[(2,3-dihydro-1H-inden-2-yl)amino]pyrimidin-5-yl}-1,2,4-oxadiazol-5-yl)-1-{1H,4H,5H,6H,7H-[1,2,3]triazolo[4,5-c]pyridin-5-yl}ethan-1-one